N-(1-((1S,3R)-3-((5-cyano-4-methoxypyrimidin-2-yl)amino)cyclohexyl)-1H-indazol-4-yl)acrylamide C(#N)C=1C(=NC(=NC1)N[C@H]1C[C@H](CCC1)N1N=CC2=C(C=CC=C12)NC(C=C)=O)OC